N-(2-((1r,4r)-4-(hydroxymethyl)cyclohexyl)-6-methoxy-2H-indazol-5-yl)-6-(trifluoromethyl)pyridinecarboxamide OCC1CCC(CC1)N1N=C2C=C(C(=CC2=C1)NC(=O)C1=NC(=CC=C1)C(F)(F)F)OC